N-(3-Ethyl-2'-hydroxy-3'-(3-(piperazin-1-yl)isoxazol-5-yl)-[1,1'-biphenyl]-4-yl)acetamide 2,2,2-trifluoroacetate FC(C(=O)O)(F)F.C(C)C=1C=C(C=CC1NC(C)=O)C1=C(C(=CC=C1)C1=CC(=NO1)N1CCNCC1)O